4-amino-2-fluoro-N,N-dimethylbenzamide CN(C)C(=O)C1=C(C=C(C=C1)N)F